NC1(CCN(CC1)C1=C(N=C(C(=N1)NC(OC(C)(C)C)=O)C1=C(C(=CC=C1)Cl)Cl)C#N)C tert-Butyl N-[6-(4-amino-4-methylpiperidin-1-yl)-5-cyano-3-(2,3-dichlorophenyl) pyrazin-2-yl]carbamate